FC=1C=C(C=CC1)NCC1=CC=C(C=C1)C1=C2N=CNC2=NC=N1 6-(4-(((3-fluorophenyl)amino)methyl)phenyl)-9H-purin